CC=1N=C2N(N=C(C=C2C)C=2N=C3N(C(C2)=O)C=C(S3)[C@H]3[C@@H](CNCC3)F)C1 7-(2,8-dimethylimidazo[1,2-b]pyridazin-6-yl)-2-[(3S,4R)-3-fluoro-4-piperidyl]thiazolo[3,2-a]pyrimidin-5-one